trans-epoxysuccinyl-L-leucinylamino-3-methyl-butane C(CCC(=O)O)(=O)N[C@@H](CC(C)C)C(=O)NC1C(C(C)C)O1